5-fluoro-3-(4-{[4-(4-methyl-1H-imidazol-2-yl)piperidin-1-yl]carbonyl}phenyl)-1H-indole FC=1C=C2C(=CNC2=CC1)C1=CC=C(C=C1)C(=O)N1CCC(CC1)C=1NC=C(N1)C